ClC1=CC=C(CC2=C(C3=C(COCC3)S2)C(=O)N[C@@H](C)C2=CC=C(C(=O)O)C=C2)C=C1 (S)-4-(1-(2-(4-chlorobenzyl)-4,7-dihydro-5H-thieno[2,3-c]pyran-3-carboxamido)ethyl)benzoic acid